C(C=C)N1C(C(NC2=CC=CC=C12)=O)=O 1-allylquinoxaline-2,3(1h,4h)-dione